C(CCCCCCC)ON1C(CC(CC1(C)C)OC(CCCCCCCCC(=O)OC1CC(N(C(C1)(C)C)OCCCCCCCC)(C)C)=O)(C)C Bis(N-octoxy-2,2,6,6-tetramethyl-4-piperidyl)sebacate